FC(S(=O)(=O)OC1=CC=2CCCC(C2C=C1)(F)F)(F)F 5,5-difluoro-5,6,7,8-tetrahydronaphthalen-2-yl trifluoromethanesulfonate